N-(2-(tert-butylamino)-1-(1-ethylpiperidin-4-yl)-2-oxoethyl)-N-(2-decyltetradecyl)decanoamide C(C)(C)(C)NC(C(C1CCN(CC1)CC)N(C(CCCCCCCCC)=O)CC(CCCCCCCCCCCC)CCCCCCCCCC)=O